BrN1N=CC2=CC=C(C=C12)C#CC1CCOCC1 bromo-6-(2-tetrahydropyran-4-ylethynyl)-1H-indazole